trans-1-(2-fluorocyclopropyl)-2-oxo-1,2-dihydropyridine-3-carboxylic acid F[C@H]1[C@@H](C1)N1C(C(=CC=C1)C(=O)O)=O